3-(2-hydroxyphenyl)propionic acid isoamyl ester C(CC(C)C)OC(CCC1=C(C=CC=C1)O)=O